3-Bromophenyl 3-deoxy-3-[4-(3,4,5-trifluorophenyl)-1H-1,2,3-triazol-1-yl]-α-D-galactopyranosyl Sulfoxide FC=1C=C(C=C(C1F)F)C=1N=NN(C1)[C@@H]1[C@H]([C@H](O[C@@H]([C@@H]1O)CO)S(=O)C1=CC(=CC=C1)Br)O